O1CCC(CC1)NC/C=C/CN([C@H]1CCCC=2C=CC=NC12)C[C@@H]1N(CC2=CC=CC=C2C1)C(=O)OC(C)(C)C Tert-butyl (R)-3-((((E)-4-((tetrahydro-2H-pyran-4-yl)amino)but-2-en-1-yl)((S)-5,6,7,8-tetrahydroquinolin-8-yl)amino)methyl)-3,4-dihydroisoquinoline-2(1H)-carboxylate